F[Si](N[SiH3])=[Se] fluorodisilazaneselon